4-(N-methyl-N-(4-(trifluoromethyl)phenyl)sulfamoyl)-N-(4-(pyridin-2-yl)thiazol-2-yl)benzamide CN(S(=O)(=O)C1=CC=C(C(=O)NC=2SC=C(N2)C2=NC=CC=C2)C=C1)C1=CC=C(C=C1)C(F)(F)F